Tert-butyl 4-{7'-[(1R,3R)-3-(oxan-2-yloxy)cyclohexyl]-6'-oxospiro[cyclopropane-1,5'-pyrrolo[2,3-d]pyrimidin]-2'-ylamino}piperidine-1-carboxylate O1C(CCCC1)O[C@H]1C[C@@H](CCC1)N1C(C2(C3=C1N=C(N=C3)NC3CCN(CC3)C(=O)OC(C)(C)C)CC2)=O